2-hexyldecyl 7-aminoheptanoate NCCCCCCC(=O)OCC(CCCCCCCC)CCCCCC